Tert-butyl (S*)-2-(5-((1-(dibenzo[b,d]furan-2-yl)-2-fluoroethyl)amino)-2-(2-fluorophenyl)-6-oxopyrimidin-1(6H)-yl)acetate C1=C(C=CC=2OC3=C(C21)C=CC=C3)[C@@H](CF)NC3=CN=C(N(C3=O)CC(=O)OC(C)(C)C)C3=C(C=CC=C3)F |o1:13|